perchloromethylthioalcohol ClC(SO)(Cl)Cl